C(C)OC(=O)C=1C=CC=2N(C1)N=C(C2C)C=2N(C1=C(C=C(C=C1C2)F)C2CCN(CC2)C(=O)OC(C)(C)C)CC2CC2 2-(7-(1-(tert-Butoxycarbonyl)piperidin-4-yl)-1-(cyclopropylmethyl)-5-fluoro-1H-indol-2-yl)-3-methylpyrazolo[1,5-a]pyridine-6-carboxylic acid ethyl ester